COC1=C(CNCC2=C(C=C(C=C2)OC)OC)C=CC(=C1)OC bis-(2,4-dimethoxy-benzyl)-amine